(hexafluoroisopropylidene)dicarboxylic anhydride FC(C1(C(F)(F)F)C(=O)OC1=O)(F)F